N-(2-cyclopropyl-2-hydroxy-ethyl)-4-methyl-benzenesulfonamide C1(CC1)C(CNS(=O)(=O)C1=CC=C(C=C1)C)O